C(=O)(O)C1=CC=C(C=C1)C=1C(=O)NC(C1)=O (4-carboxyphenyl)maleimide